(5-(2-(2,6-dioxopiperidin-3-yl)-1,3-dioxoisoindolin-4-yl)pent-4-yn-1-yl)picolinamide O=C1NC(CCC1N1C(C2=CC=CC(=C2C1=O)C#CCCCC=1C(=NC=CC1)C(=O)N)=O)=O